(R,E)-N-(2,3-dihydro-1H-inden-1-yl)-3-(1H-indazol-6-yl)acrylamide [C@H]1(CCC2=CC=CC=C12)NC(\C=C\C1=CC=C2C=NNC2=C1)=O